FCC(CF)N1CC(C1)(C1=CC=C(C=C1)F)NC(=O)C1=NN2C(C(NC(=C2)C2=CC3=CC=CC=C3C=C2)=O)=C1C(F)(F)F N-[1-(1,3-Difluoropropan-2-yl)-3-(4-fluorophenyl)azetidin-3-yl]-6-(naphthalen-2-yl)-4-oxo-3-(trifluoro-methyl)-4,5-dihydropyrazolo[1,5-a]pyrazine-2-carboxamide